N-[3-chloro-4-[4-[(2S,4R)-4-(hydroxymethyl)-1,1-dimethyl-pyrrolidin-1-ium-2-carbonyl]piperazine-1-carbonyl]phenyl]-5-(2,3-difluoro-4-methoxy-phenyl)-1-methyl-imidazole-2-carboxamide ClC=1C=C(C=CC1C(=O)N1CCN(CC1)C(=O)[C@H]1[N+](C[C@@H](C1)CO)(C)C)NC(=O)C=1N(C(=CN1)C1=C(C(=C(C=C1)OC)F)F)C